C(C)(=O)N1CC(C(C(C1)=CC1=CC(=C(C=C1)OC)OC(F)(F)F)=O)=CC1=CC(=C(C=C1)OC)OC(F)(F)F 1-Acetyl-3,5-bis(4-methoxy-3-(trifluoromethoxy)benzylidene)piperidin-4-one